(1-hydroxy-1,4-dimethyl-pentenyl)androsta-5-en-3beta-ol OC(=C(CC(C)C)C[C@@]12CCC[C@H]1[C@@H]1CC=C3C[C@H](CC[C@]3(C)[C@H]1CC2)O)C